FC(C=1C=NC(=NC1)CC1CC2(CN(C2)C(=O)N2C[C@H]3[C@H](OCC(N3)=O)CC2)C1)(F)F (4aS,8aR)-6-[6-[[5-(trifluoromethyl)pyrimidin-2-yl]methyl]-2-azaspiro[3.3]heptane-2-carbonyl]-4,4a,5,7,8,8a-hexahydropyrido[4,3-b][1,4]oxazin-3-one